tert-butyl ((1r,4r)-4-((((1-(4-((2,6-dioxopiperidin-3-yl)amino)phenyl)piperidin-4-yl)methyl)(methyl)amino)methyl)cyclohexyl)carbamate O=C1NC(CCC1NC1=CC=C(C=C1)N1CCC(CC1)CN(C)CC1CCC(CC1)NC(OC(C)(C)C)=O)=O